BrC1=CC(=C(C(=O)NC(NC(C)C=2N=CN(C2)COCC[Si](C)(C)C)=O)C=C1)F 4-bromo-2-fluoro-N-((1-(1-((2-(trimethylsilyl)ethoxy)methyl)-1H-imidazol-4-yl)ethyl)carbamoyl)benzamide